1-(tert-butyl) 2-methyl (2S)-4-cyano-3-(3-(4,4,5,5-tetramethyl-1,3,2-dioxaborolan-2-yl)propyl)pyrrolidine-1,2-dicarboxylate C(#N)C1C([C@H](N(C1)C(=O)OC(C)(C)C)C(=O)OC)CCCB1OC(C(O1)(C)C)(C)C